4-ethyl-6-(1-(2-fluoro-4-nitrophenyl)-1H-pyrazole-4-yl)-2-(methylthio)pyrimidine C(C)C1=NC(=NC(=C1)C=1C=NN(C1)C1=C(C=C(C=C1)[N+](=O)[O-])F)SC